N-(3-methyl-5-(3-nitro-4-(1-oxo-1,2,3,4-tetrahydroisoquinolin-6-yl)-1H-pyrazol-1-yl)phenyl)acrylamide CC=1C=C(C=C(C1)N1N=C(C(=C1)C=1C=C2CCNC(C2=CC1)=O)[N+](=O)[O-])NC(C=C)=O